1-(1H-imidazol-4-yl)-N,N-dimethylmethylamine N1C=NC(=C1)CN(C)C